hexahydro-3H,4'H-spiro[furan-2,6'-pyrano[3,2-d][1,3]dioxin]-7'-yl picolinate N1=C(C=CC=C1)C(=O)OC1CC2OCOCC2OC12OCCC2